4,6-dichloro-8-(difluoromethylsulfonyl)quinazoline ClC1=NC=NC2=C(C=C(C=C12)Cl)S(=O)(=O)C(F)F